ammonium methylsulfate COS(=O)(=O)[O-].[NH4+]